4-(((R)-2-Hydroxypropyl)sulfonamido)-N-(6-methyl-2-((R)-2-methylmorpholino)pyrimidin-4-yl)-2-(6-azaspiro[2.5]octan-6-yl)benzamide O[C@@H](CS(=O)(=O)NC1=CC(=C(C(=O)NC2=NC(=NC(=C2)C)N2C[C@H](OCC2)C)C=C1)N1CCC2(CC2)CC1)C